N-(4-(6-fluoro-3,4-dihydroisoquinolin-2(1H)-yl-3,3,4,4-d4)-2,6-dimethylphenyl)-3,3-dimethylbutanamide FC=1C=C2C(C(N(CC2=CC1)C1=CC(=C(C(=C1)C)NC(CC(C)(C)C)=O)C)([2H])[2H])([2H])[2H]